(7s,8as)-6-oxo-7-(prop-2-yn-1-yl)hexahydropyrrolo[1,2-a]pyrazin-2(1H)-carboxylic acid tert-butyl ester C(C)(C)(C)OC(=O)N1C[C@H]2N(CC1)C([C@H](C2)CC#C)=O